OCC([C@H](C[C@H]1C(NCC1)=O)NC([C@@H](CC(C)C)NC(=O)C=1N(C2=CC=CC(=C2C1)OC)CC(=C)C)=O)=O N-((R)-1-(((S)-4-hydroxy-3-oxo-1-((S)-2-oxopyrrolidin-3-yl)butan-2-yl)amino)-4-methyl-1-oxopentan-2-yl)-4-methoxy-1-(2-methylallyl)-1H-indole-2-carboxamide